2-[(5-chloro-1,3-benzoxazol-2-yl)amino]ethanol ClC=1C=CC2=C(N=C(O2)NCCO)C1